7-methoxy-2-(5-morpholino-1,3,4-oxadiazol-2-yl)pyrazolo[1,5-c]quinazolin-5-amine COC1=CC=CC=2C=3N(C(=NC12)N)N=C(C3)C=3OC(=NN3)N3CCOCC3